2,4-Difluorobenzotrifluoride FC1=C(C=CC(=C1)F)C(F)(F)F